BrC1=NNC=2C(NN=C(C21)N)=O 3-bromo-4-amino-1,6-dihydro-7H-pyrazolo[3,4-d]pyridazin-7-one